CN(CCC1(C(C=C(C(=C1)OC)N)N)NC)C 1-(2-(dimethylamino)ethyl)-5-methoxy-N1-methylbenzene-1,2,4-triamine